C(C)(C)(C)OC(=O)N[C@H](C(=O)OC(C)(C)C)CC1=NC2=C(N1C)C=CC(=C2)C#N tert-butyl (S)-2-((tert-butoxycarbonyl)amino)-3-(5-cyano-1-methyl-1H-benzo[d]imidazol-2-yl)propanoate